4-[6-(2-hydroxy-5-nitrobenzoyl)pyrazolo[1,5-a]pyrimidin-2-yl]benzamide 3-((2-(cyclopropanecarboxamido(4-isopropylphenyl)methyl)phenyl)carbamoyl)azetidine-1-carboxylate C1(CC1)C(=O)NC(C1=C(C=CC=C1)NC(=O)C1CN(C1)C(=O)O)C1=CC=C(C=C1)C(C)C.OC1=C(C(=O)C=2C=NC=3N(C2)N=C(C3)C3=CC=C(C(=O)N)C=C3)C=C(C=C1)[N+](=O)[O-]